BrC1=CN=C2N1C=C(C=C2)OC 3-bromo-6-methoxy-imidazo[1,2-a]pyridine